BrC1=CC(=CN(C1=O)C)C(=O)NC1=CC=C(C=C1)OC(F)(F)Cl 5-Bromo-N-[4-[chloro(difluoro)methoxy]phenyl]-1-methyl-6-oxo-pyridine-3-carboxamide